(R)-1-((7-chloro-2-(2-methyl-3-(4,4,5,5-tetramethyl-1,3,2-dioxaborolan-2-yl)phenyl)benzo[d]oxazol-5-yl)methyl)pyrrolidine-3-carboxylic acid ClC1=CC(=CC=2N=C(OC21)C2=C(C(=CC=C2)B2OC(C(O2)(C)C)(C)C)C)CN2C[C@@H](CC2)C(=O)O